C[Si](C)(C)C#CC=1C(=NC=CC1)N ((trimethylsilyl)ethynyl)pyridine-2-amine